(S)-7-((2-aminopyrimidin-4-yl)methyl)-4-(cyclopropylethynyl)-4-(1,1-difluoroethyl)-6-fluoro-3,4-dihydroquinazolin-2(1H)-one NC1=NC=CC(=N1)CC1=C(C=C2[C@](NC(NC2=C1)=O)(C(C)(F)F)C#CC1CC1)F